C=1NC=CC=2C1C=CC=CC2 cyclohepta[c]pyridine